OC1C2C[C@H]3N([C@H](C2CCC1)C)C(OC3)=O (5S,10aR)-9-hydroxy-5-methyl-1,5,5a,6,7,8,9,9a,10,10a-decahydrooxazolo[3,4-b]isoquinolin-3-one